Cl.O=C1NC(C[C@H]1C[C@H](N)C(=O)N)([2H])[2H] 3-[(3S)-2-oxo(5,5-2H2)pyrrolidin-3-yl]-L-alaninamide, hydrochloride salt